FC(C=1C=C(C=C(C1)C(F)(F)F)N(C(=O)N([C@@H]1CN(C[C@H]1C1=CC=C(C=C1)F)C(=O)[C@@H]1C[C@H](C1)NC(OC)=O)C)C)(F)F methyl (trans-3-{[(3S,4R)-3-[{[3,5-bis(trifluoromethyl)phenyl](methyl)carbamoyl}(methyl)amino]-4-(4-fluorophenyl)pyrrolidin-1-yl]carbonyl}cyclobutyl)carbamate